tert-butyl 4-(1-benzothien-2-yl)-4-methylpiperidine-1-carboxylate S1C(=CC2=C1C=CC=C2)C2(CCN(CC2)C(=O)OC(C)(C)C)C